(R)-N-(2-ethoxy-5-(trifluoromethoxy)benzyl)-1-(pyrrolidin-3-yl)methanamine hydrochloride Cl.C(C)OC1=C(CNC[C@H]2CNCC2)C=C(C=C1)OC(F)(F)F